methyl-isopropylketone CC(=O)C(C)C